OC1=C(C=C(C=C1)NC(C(=C)C)=O)C=1SC2=C(N1)C=C(C=C2)OC 2-(2'-hydroxy-5-methacrylamidophenyl)-5-methoxybenzothiazole